Methyl 3-(6,7-dimethoxy-1,3-dioxo-1,3-dihydro-2H-benzo[4,5]thieno[2,3-c]pyrrol-2-yl)propanoate COC1=CC2=C(C3=C(C(N(C3=O)CCC(=O)OC)=O)S2)C=C1OC